C(CCC)OC1=C(C=C(C(=O)NC2CCN(CC2)C2=CC=NC=C2)C=C1OC)OC 4-butoxy-3,5-dimethoxy-N-(1-(pyridin-4-yl)piperidin-4-yl)benzamide